N1C=C(C2=CC=CC=C12)C(=O)C=1SC=C(N1)C1C(OCC1)=O 3-[2-(1H-indol-3-ylcarbonyl)-1,3-thiazol-4-yl]tetrahydrofuran-2-one